COC(=O)C=1N(N=C2C=CC=C(C12)CC1=CC=C(C=C1)C(F)(F)F)C(C)C 2-isopropyl-4-[[4-(trifluoromethyl)phenyl]methyl]indazole-3-carboxylic acid methyl ester